4-(2-nitrophenyl)-N-[2-(trifluoromethyl)phenyl]Thiazol-2-amine [N+](=O)([O-])C1=C(C=CC=C1)C=1N=C(SC1)NC1=C(C=CC=C1)C(F)(F)F